N1=C(N=CC=C1)N1C2=CC=CC=C2C=2C(CCCC12)=O 9-(2-Pyrimidinyl)-1,2,3,9-tetrahydrocarbazol-4-one